(R)-10-((6-oxo-4-(o-tolyl)pyrimidin-1(6H)-yl)methyl)-7-azaspiro[4.5]Decane-7-carboxylic acid tert-butyl ester C(C)(C)(C)OC(=O)N1CC2(CCCC2)[C@@H](CC1)CN1C=NC(=CC1=O)C1=C(C=CC=C1)C